2,5-dimethyl-3-ethyl-4-isopropoxyphenol CC1=C(C=C(C(=C1CC)OC(C)C)C)O